3-[2-[2-[3-(4-amino-1-tert-butyl-pyrazolo[3,4-d]pyrimidin-3-yl)-5-cyclopropyl-isoxazol-4-yl]pyrimidin-5-yl]ethoxy]propanoic acid NC1=C2C(=NC=N1)N(N=C2C2=NOC(=C2C2=NC=C(C=N2)CCOCCC(=O)O)C2CC2)C(C)(C)C